C(C=C)(=O)N[C@H]1C[C@H](CCC1)C(=O)NC=1C=CC(=NC1)NC(C1=NC(=CC=C1)C1=CC=NN1)=O N-(5-((1S,3R)-3-acrylamidocyclohexane-1-carboxamido)pyridin-2-yl)-6-(1H-pyrazol-5-yl)-picolinamide